O=C1NC(CCC1N1C(N(C2=C1C=CC(=C2)CCCN(CCCCCCCCNC(=O)C=2C=NN1C2N=C(C=C1)N1[C@H](CCC1)C1=C(C=CC(=C1)F)F)C)C)=O)=O |r| N-[8-[3-[1-(2,6-dioxo-3-piperidyl)-3-methyl-2-oxo-benzimidazol-5-yl]propyl-methyl-amino]octyl]-5-[rac-(2R)-2-(2,5-difluorophenyl)pyrrolidin-1-yl]pyrazolo[1,5-a]pyrimidine-3-carboxamide